ClC1=NC(=CC(=C1C(=O)O)C1=CC=NC=C1)C chloro-6-methyl-(4,4'-bipyridine)-3-carboxylic acid